F[C@@H]1CC(C[C@@H]1F)C(=O)O.ClC=1N=CC2=C(N1)C(=CN2C2CC2)C2C[C@H]([C@H](C2)F)F 2-chloro-5-cyclopropyl-7-((1s,3R,4S)-3,4-difluorocyclopentyl)-5H-pyrrolo[3,2-d]pyrimidine (1s,3R,4S)-3,4-difluorocyclopentane-1-carboxylate